C(#N)C[C@@H]1N(CCN(C1)C=1C2=C(N=C(N1)SC[C@H]1N(CCC1)C)CNCC2)C(=O)OCC2=CC=CC=C2 Benzyl (S)-2-(cyanomethyl)-4-(2-((((S)-1-methylpyrrolidin-2-yl)methyl)thio)-5,6,7,8-tetrahydropyrido[3,4-d]pyrimidin-4-yl)piperazine-1-carboxylate